FC1=C(C#N)C(=CC=C1)CN1CC(C1)(C)O 2-fluoro-6-((3-hydroxy-3-methylazetidin-1-yl)methyl)benzonitrile